2,2-bis(4-cyanophenyl)-3,3-dimethylbutane C(#N)C1=CC=C(C=C1)C(C)(C(C)(C)C)C1=CC=C(C=C1)C#N